dioxo-phosphorus O=[P]=O